C(C1=CC=CC=C1)OC1=C(C(=O)OCC2=CC=CC=C2)C(=CC(=C1)OCC1=CC=CC=C1)CCCCC benzyl 2,4-bis(benzyloxy)-6-pentylbenzoate